ClC1=CC(=NC(=C1)C=1C=NN2C1C=C(C=C2)Cl)N2CC1N(C(C2)C1)C(=O)OC(C)(C)C tert-butyl 3-(4-chloro-6-(5-chloropyrazolo[1,5-a]pyridin-3-yl)pyridin-2-yl)-3,6-diazabicyclo[3.1.1]heptane-6-carboxylate